(S)-3,6-diaminocaproate N[C@H](CC(=O)[O-])CCCN